IC=1C=C(C=CC1)C=1C=C(C=2N(C1)C=C(N2)C2=CC=CC=C2)C2=CC=CC=C2 6-(3-iodophenyl)-2,8-diphenylimidazo[1,2-a]pyridine